N-(5-((5-(4-(2-oxopyrrolidin-1-yl)phenyl)pyridin-2-yl)amino)pyridin-3-yl)morpholine-4-carboxamide O=C1N(CCC1)C1=CC=C(C=C1)C=1C=CC(=NC1)NC=1C=C(C=NC1)NC(=O)N1CCOCC1